2-bromo-4-fluoro-N,N-dimethyl-benzenesulfonamide BrC1=C(C=CC(=C1)F)S(=O)(=O)N(C)C